methyl 2-(2-(2-(4-((6-chlorohexanamido)methyl)phenyl)thiazole-4-carboxamido)acrylamido)acrylate ClCCCCCC(=O)NCC1=CC=C(C=C1)C=1SC=C(N1)C(=O)NC(C(=O)NC(C(=O)OC)=C)=C